CON(C(=O)C1=NCN(C(=C1)C)C)C 1,6-dimethyl-pyrimidine-4-carboxylic acid methoxy-methyl-amide